(Z)-4-(tert-Butoxycarbonylamino)-2-chloro-but-2-enoic acid C(C)(C)(C)OC(=O)NC\C=C(\C(=O)O)/Cl